C1=NNN=C1C#N 2H-triazole-4-carbonitrile